F[B-](F)(F)F.C[S+](SC)C Dimethyl-(methylthio)sulfonium tetrafluoroborate